[SiH3]OC([C@]1(N(CCC1)C1=CC=CC=C1)C1=CC=CC=C1)=O |o1:3| R or S-diphenylprolyl silyl ether